tert-butylhydrazine C(C)(C)(C)NN